N[C@H]1CC2=C(C=C3C=C(N(CC3=C2)CC(C)(C)F)C2CC2)C1 (7R)-7-amino-3-cyclopropyl-N-(2-fluoro-2-methyl-propyl)-7,8-dihydro-6H-cyclopenta[g]isoquinoline